6-(pyridin-3-ylmethyl)-N-(5-(trifluoromethyl)pyridin-3-yl)-4,5,6,7-tetrahydrothieno[2,3-c]pyridine-3-carboxamide N1=CC(=CC=C1)CN1CC2=C(CC1)C(=CS2)C(=O)NC=2C=NC=C(C2)C(F)(F)F